methyl 2-(6'-(difluoromethyl)-1'-oxo-1'H-spiro[cyclopropane-1,4'-isoquinolin]-2'(3'H)-yl)acetate FC(C=1C=C2C3(CN(C(C2=CC1)=O)CC(=O)OC)CC3)F